Cl.CN(CCCN1N=C(C=CC1=O)C1=NC=CC=C1)C 2-(3-(dimethylamino)propyl)-6-(pyridin-2-yl)pyridazin-3(2H)-one hydrochloride